ClOC1(CCCC1)C 1-methylcyclopentyl hypochlorite